(1r,3r)-3-(4-{8-chloro-7-[(7-fluoro-2-methyl-1H-1,3-benzodiazol-6-yl)oxy]quinoxalin-2-yl}-1H-pyrazol-1-yl)cyclobutan-1-ol ClC=1C(=CC=C2N=CC(=NC12)C=1C=NN(C1)C1CC(C1)O)OC=1C=CC2=C(NC(=N2)C)C1F